N1=C(C=NC=C1)N1C[C@H](CCC1)N (3S)-1-(pyrazin-2-yl)piperidin-3-amine